C(C1=CC=CC=C1)(=O)C1=CC=CC=C1 2-benzoylbenzol